C(C(C)C)N([C@@H]1CC[C@H](CC1)N(C1=C(C(N(C=2C=CC(=NC12)C#N)C)=O)C#N)C)C1=CC=NN1C trans-8-((4-(isobutyl(1-methyl-1H-pyrazol-5-yl)amino)cyclohexyl)(methyl)amino)-5-methyl-6-oxo-5,6-dihydro-1,5-naphthyridine-2,7-dicarbonitrile